5-(2-methylmorpholino)-[1,2,4]triazole CC1OCCN(C1)C1=NC=NN1